SCCC(CCCS)S(=O)(=O)SS(=O)(=O)C(CCS)CCCS 1,6-dimercapto-3-hexanesulfonyl sulfide